C(=O)C1=CC=C(OC2=NC(=NC(=N2)OC2=CC=C(C=C2)C=O)OC2=CC=C(C=C2)C=O)C=C1 2,4,6-tris-(4-formylphenoxy)-1,3,5-triazine